6-Amino-3-(4'-chloro-3-(4-methyl-2H-1,2,3-triazol-2-yl)-1',2'-dihydrospiro[cyclopentane-1,3'-pyrrolo[2,3-b]pyridin]-5'-yl)-2-fluoro-N,N-dimethylbenzamide NC1=CC=C(C(=C1C(=O)N(C)C)F)C=1C(=C2C(=NC1)NCC21CC(CC1)N1N=CC(=N1)C)Cl